C(C)(C)(C)[C@@H]1CC=2C=C3C(=NC2CC1)SC(=N3)C(=O)N[C@H](CC[NH+]3CCC(CC3)O)C3=CC=C(C=C3)C=3C(=NNC3)C#N (7S)-7-tert-butyl-N-[(1R)-1-[4-(3-cyano-1H-pyrazol-4-yl)phenyl]-3-(4-hydroxypiperidin-1-ium-1-yl)propyl]-5,6,7,8-tetrahydrothiazolo[5,4-b]quinoline-2-carboxamide